4-bromo-2-((3,5-dichlorophenylimino)-methyl)phenol BrC1=CC(=C(C=C1)O)C=NC1=CC(=CC(=C1)Cl)Cl